COC1=C(C=CC2=C1N(C=N2)COCC[Si](C)(C)C)B2OC(C(O2)(C)C)(C)C 7-methoxy-6-(4,4,5,5-tetramethyl-1,3,2-dioxaborolan-2-yl)-1-[[2-(trimethylsilyl)ethoxy]methyl]-1,3-benzodiazole